Ethyl 6-[tert-butyl(dimethyl)silyl]oxy-6-methyl-hept-2-ynoate [Si](C)(C)(C(C)(C)C)OC(CCC#CC(=O)OCC)(C)C